CC1=C(C2=C(CCC(O2)(C)CCC=C(C)CCC=C(C)CCC=C(C)C)C(=C1O)C)C 5,7,8-trimethyltocotrienol